N1(C=NC=C1)CC1=C(C=C(C=C1)CC(=O)O)Br 2-(4-((1H-imidazol-1-yl)methyl)-3-bromophenyl)acetic acid